N-(2-(1-isopropyl-1H-pyrazol-3-yl)phenyl)-4-(2-(piperidin-1-yl)ethoxy)benzamide C(C)(C)N1N=C(C=C1)C1=C(C=CC=C1)NC(C1=CC=C(C=C1)OCCN1CCCCC1)=O